C(CC)S(=O)(=O)N1CCC2(C[C@@H](OC2=O)CCN2CCN(CC2)C2=CC=C(C=C2)C)CC1 (R)-8-(propylsulfonyl)-3-(2-(4-(p-tolyl)piperazin-1-yl)ethyl)-2-oxa-8-azaspiro[4.5]decan-1-one